8-(4-chloro-3-nitrobenzoyl)aminocaprylic acid ClC1=C(C=C(C(=O)NCCCCCCCC(=O)O)C=C1)[N+](=O)[O-]